Octyloxyaniline C(CCCCCCC)ONC1=CC=CC=C1